tert-butyl-2'-(6-amino-5-{[1-(5-chloro-3-fluoropyridin-2-yl)ethyl]oxy}pyridin-3-yl)-5',6'-dihydrospiro[pyrrolidine-3,4'-pyrrolo[1,2-b]pyrazole]-1-carboxylate C(C)(C)(C)OC(=O)N1CC2(CCN3N=C(C=C32)C=3C=NC(=C(C3)OC(C)C3=NC=C(C=C3F)Cl)N)CC1